C(CCCCCCC)N(C(C=C)=O)CCCCCCCC N,N-Dioctyl-acrylamide